4-(3,4-dimethoxyphenyl)pyridin-2-amine COC=1C=C(C=CC1OC)C1=CC(=NC=C1)N